ClC1=NC=C(C(=C1)N1C(C(=C(C=C1C)[C@@H]1[C@H](C1)C=1C=NC=C(C1)F)Cl)=O)C 2',3-dichloro-4-((1S,2S)-2-(5-fluoropyridin-3-yl)cyclopropyl)-5',6-dimethyl-2H-[1,4'-bipyridin]-2-one